C1(=CC=CC=C1)C1(CC(C1)C1=CC=CC=C1)O 1,3-diphenylcyclobutanol